6'-bromo-1'-(2,2,3,3,3-pentafluoropropyl)spiro[cyclopropane-1,3'-indolin]-2'-one BrC1=CC=C2C3(C(N(C2=C1)CC(C(F)(F)F)(F)F)=O)CC3